(2,5-dioxopyrrolidin-1-yl) 6-[[6-[2-[5-[(3aS,4S,6aR)-2-oxo-1,3,3a,4,6,6a-hexahydrothieno[3,4-d]imidazol-4-yl]pentanoylamino]ethylcarbamoyl]-1-naphthyl]oxy]pyridine-3-carboxylate O=C1N[C@H]2[C@@H](N1)CS[C@H]2CCCCC(=O)NCCNC(=O)C=2C=C1C=CC=C(C1=CC2)OC2=CC=C(C=N2)C(=O)ON2C(CCC2=O)=O